tert-butyl 3-((4-(((benzyloxy)carbonyl)amino)piperidin-1-yl)methyl)azetidine-1-carboxylate C(C1=CC=CC=C1)OC(=O)NC1CCN(CC1)CC1CN(C1)C(=O)OC(C)(C)C